CN(C)\C=C\1/C(CCC1CC)=O (2Z)-2-(dimethylaminomethylene)-3-ethyl-cyclopentanone